2-[(2-Methoxyphenyl)amino]propanoic Acid COC1=C(C=CC=C1)NC(C(=O)O)C